C(CCCCC(=O)OC(CC)CCCCCCCC)(=O)OCC(COC(CCC(OCCCC\C=C/CC)OCCCC\C=C/CC)=O)COC(=O)OCC1CN(CCC1)CC 3-((4,4-bis(((Z)-oct-5-en-1-yl)oxy)butanoyl)oxy)-2-(((((1-ethylpiperidin-3-yl)methoxy)carbonyl)oxy)methyl)propyl undecan-3-yl adipate